1,3,5-Tris(4-ethynylphenyl)-benzene C(#C)C1=CC=C(C=C1)C1=CC(=CC(=C1)C1=CC=C(C=C1)C#C)C1=CC=C(C=C1)C#C